1-(trans-4-cyanotetrahydro-2H-pyran-3-yl)-3-[(2-hydroxy-1a,7b-dihydro-1H-cyclopropa[c][1,2]benzoxaborinin-6-yl)amino]pyrazole-4-carboxamide C(#N)[C@H]1[C@@H](COCC1)N1N=C(C(=C1)C(=O)N)NC=1C=CC2=C(C3C(B(O2)O)C3)C1